C1=CC=CC=2C3=CC=CC=C3C(C12)COC(NCCCCCCN)=O 9H-fluoren-9-ylmethyl-(6-aminohexyl)carbamate